C(CCC)[C@]1(CS(C2=C(N(C1)C1=CC=C(C=C1)F)C=C(C(=C2)O\C=C(\C(=O)O)/F)SC)(=O)=O)CC (R)-(Z)-3-((3-butyl-3-ethyl-5-(4-fluorophenyl)-7-(methylthio)-1,1-dioxido-2,3,4,5-tetrahydro-1,5-benzothiazepin-8-yl)oxy)-2-fluoroacrylic acid